ClC=1C=C(CNCCC2=CNC3=CC(=C(C=C23)OC)I)C=C(C1)C N-(3-chloro-5-methylbenzyl)-2-(6-iodo-5-methoxy-1H-indol-3-yl)ethan-1-amine